(E)-4-fluorobenzaldehyde O-(2-chloro-6-((4,6-dimethoxypyrimidin-2-yl)thio)benzoyl) Oxime ClC1=C(C(=O)O\N=C\C2=CC=C(C=C2)F)C(=CC=C1)SC1=NC(=CC(=N1)OC)OC